C(C)O[Si](C=1SC=CC1)(C)C 2-(ethoxydimethylsilyl)thiophene